C(CCCCCCC(C)C)SP(OCCCCCCCC(C)C)OCCCCCCCC(C)C triisodecylthiophosphite